OC1=C(C=O)C(=CC(=C1)OC)OC 2-hydroxy-4,6-dimethoxybenzaldehyde